C(C)OC(C(O)(OCC)OCC)N triethoxyethanolamine